2-[[1-(3,5-dichloropyrazol-1-yl)cyclopropanecarbonyl]amino]-4-[[3-fluoro-2-methoxy-propyl]-[4-(5,6,7,8-tetrahydro-1,8-naphthyridin-2-yl)butyl]amino]butanoic acid ClC1=NN(C(=C1)Cl)C1(CC1)C(=O)NC(C(=O)O)CCN(CCCCC1=NC=2NCCCC2C=C1)CC(CF)OC